(4-methylthiazol-5-yl)-6-(4-phenylbutoxy)-2-(pyridin-3-yl)-1H-inden-1-one CC=1N=CSC1C1=C(C(C2=CC(=CC=C12)OCCCCC1=CC=CC=C1)=O)C=1C=NC=CC1